Methyl 4-chloro-N-{[(9H-fluoren-9-yl)methoxy]carbonyl}-3,5-difluoro-L-phenylalaninate ClC1=C(C=C(C[C@H](NC(=O)OCC2C3=CC=CC=C3C=3C=CC=CC23)C(=O)OC)C=C1F)F